S(=O)(=O)(C1=CC=CC=2C(N(C)C)=CC=CC12)N(C)CC(=O)O Dansylsarcosin